C(C)(C)(C)OC(CCC=1N(N=CC1CNC)C)=O 3-[2-methyl-4-(methylaminomethyl)pyrazol-3-yl]propionic acid tert-butyl ester